2-oxo-benzo[g]indole O=C1N=C2C3=C(C=CC2=C1)C=CC=C3